1-(4,5-dimethoxy-2-nitrophenyl)-2-methylpropyl octyl sulfide C(CCCCCCC)SC(C(C)C)C1=C(C=C(C(=C1)OC)OC)[N+](=O)[O-]